2-(1-acryloyl-4-(7-(7-chloroindolin-1-yl)-2-(3-(dimethylamino)azetidin-1-yl)-5,6,7,8-tetrahydroquinazolin-4-yl)piperazin-2-yl)acetonitrile C(C=C)(=O)N1C(CN(CC1)C1=NC(=NC=2CC(CCC12)N1CCC2=CC=CC(=C12)Cl)N1CC(C1)N(C)C)CC#N